2-[6-[4-(2,7-diazaspiro[3.5]nonan-7-yl)phenyl]-4-fluoro-1-oxo-isoindolin-2-yl]-2-(6,7-dihydro-5H-pyrrolo[1,2-c]imidazol-1-yl)-N-thiazol-2-yl-acetamide, trifluoroacetic acid salt FC(C(=O)O)(F)F.C1NCC12CCN(CC2)C2=CC=C(C=C2)C2=CC(=C1CN(C(C1=C2)=O)C(C(=O)NC=2SC=CN2)C2=C1N(C=N2)CCC1)F